CC=1NC=C(N1)CC 2-methyl-4-ethyl-imidazole